1-[(1S)-1-(1,3-thiazol-5-yl)ethyl]-1H-imidazole-4-carboxylic acid ethyl ester C(C)OC(=O)C=1N=CN(C1)[C@@H](C)C1=CN=CS1